[5-(6-acetamido-3-pyridinyl)-3-methoxy-pyrazin-2-yl]-5-methyl-3-phenyl-isoxazole-4-carboxamide C(C)(=O)NC1=CC=C(C=N1)C=1N=C(C(=NC1)NC(=O)C=1C(=NOC1C)C1=CC=CC=C1)OC